(3S,4R,5Z,8S,9S,11E)-14-(ethylamino)-8,9,16-trihydroxy-3,4-dimethyl-3,4,9,10-tetrahydro-1H-benzo[c][1]oxacyclotetradecine-1,7(8H)-dione C(C)NC1=CC\2=C(C(O[C@H]([C@@H](\C=C/C([C@H]([C@H](C/C=C2)O)O)=O)C)C)=O)C(=C1)O